C(C)(C)C=1C=C(C=CC1)OC1=CC(=CC=C1)C(C)C di(3-isopropylphenyl) ether